NC=1C(=NN(C1C1CCC(CC1)OC)C(=O)OC(C)(C)C)C(=O)OCC 1-(tert-butyl) 3-ethyl 4-amino-5-((1s,4s)-4-methoxycyclohexyl)-1H-pyrazole-1,3-dicarboxylate